oxazolidinedione nitrogen [N].O1C(NC(C1)=O)=O